[Co+2].C(C=1C(O)=CC=CC1)C(CCN(C)CCC(CC=1C(O)=CC=CC1)=N)=N (bis(salicyl-gamma-iminopropyl)methylamine) cobalt (II)